tert-butyl-4-(4-(6-amino-5-(3-chlorophenylcarbamoyl)pyridin-3-yl)-1H-pyrazol-1-yl)piperidine-1-carboxylic acid C(C)(C)(C)C1N(CCC(C1)N1N=CC(=C1)C=1C=NC(=C(C1)C(NC1=CC(=CC=C1)Cl)=O)N)C(=O)O